7-diethylamino-4-methoxycoumarin C(C)N(C1=CC=C2C(=CC(OC2=C1)=O)OC)CC